NCCOCCOCCOCCNC(C1=CC(=NC=C1)CN1C=CC2=CC=C(C=C12)CNCC=1NC2=CC=CC=C2C1C1NC(C2=CC=C(C=C12)O)=O)=O N-(2-(2-(2-(2-aminoethoxy)ethoxy)ethoxy)ethyl)-2-((6-((((3-(6-hydroxy-3-oxoisoindolin-1-yl)-1H-indol-2-yl)methyl)amino)methyl)-1H-indol-1-yl)methyl)isonicotinamide